ClC=1C(N(N=CC1Cl)C1CCNCC1)=O 4,5-dichloro-2-(4-piperidyl)pyridazin-3-one